trans-4-((3-(2-Cyclopropylthiazol-5-yl)phenyl)((trans-4-(5-methoxy-6-methylpyridin-2-yl)cyclohexyl)methyl)carbamoyl)cyclohexyl (2-hydroxyethyl)carbamate OCCNC(O[C@@H]1CC[C@H](CC1)C(N(C[C@@H]1CC[C@H](CC1)C1=NC(=C(C=C1)OC)C)C1=CC(=CC=C1)C1=CN=C(S1)C1CC1)=O)=O